S1C2=C(C=C1)C(=CC=C2)N2CCN(CC2)CCCCOC2=CC=C1C(CC(N(C1=C2)COC(CCCCCCCCCCCCCCCCCC)=O)=O)(C)C Nonadecanoic acid 7-[4-(4-benzo[b]thiophen-4-ylpiperazin-1-yl)butoxy]-4,4-dimethyl-2-oxo-3,4-dihydro-2H-quinolin-1-ylmethyl ester